l-N-Boc-2-methylpiperazine C(=O)(OC(C)(C)C)N1C(CNCC1)C